C(C)N(C1=C(C=CC(=C1)NCC1=CC=C(C=C1)C(F)(F)F)NC(C(C(CCCCC)F)F)=O)CC N-(2-(diethylamino)-4-((4-(trifluoromethyl)benzyl)amino)phenyl)-2,3-difluorooctanamide